NC=1N=CC(=NC1C=1OC(=NN1)C1=CC=C(C=C1)CNCC(C)F)C1=CC=C(C=C1)S(=O)(=O)C(CC)C 3-(4-(5-amino-6-(5-(4-((2-fluoropropylamino)methyl)phenyl)-1,3,4-oxadiazol-2-yl)pyrazin-2-yl)phenylsulfonyl)butan